CN1N=C(N=N1)CNCC#C N-((2-methyl-2H-tetrazol-5-yl)methyl)prop-2-yn-1-amine